5-fluoro-2-trifluoromethyl-benzaldehyde FC=1C=CC(=C(C=O)C1)C(F)(F)F